(1S,4s)-4-(8-(2,4-dichloro-6-fluorophenylamino)-2-((R)-1-isopropylpiperidin-3-ylamino)-9H-purin-9-yl)cyclohexanecarboxamide ClC1=C(C(=CC(=C1)Cl)F)NC=1N(C2=NC(=NC=C2N1)N[C@H]1CN(CCC1)C(C)C)C1CCC(CC1)C(=O)N